O=C1NN=CC2=C(C=CC=C12)N1N=CC(=C1C(F)(F)F)C(=O)NC1=CC(=NC=C1)C(F)(F)F 1-(1-oxo-1,2-dihydrophthalazin-5-yl)-5-(trifluoromethyl)-N-[2-(trifluoromethyl)pyridin-4-yl]-1H-Pyrazole-4-carboxamide